tert-butyl (4-(cyanomethyl)bicyclo[2.1.1]hexan-1-yl)carbamate C(#N)CC12CCC(C1)(C2)NC(OC(C)(C)C)=O